C(#N)C1=CC=C(CNC(=O)C=2N=NC(=C(C2)C)N2CCC(CC2)OC=2C=NC(=CC2)OC)C=C1 N-(4-cyanobenzyl)-6-{4-[(6-methoxypyridin-3-yl)oxy]piperidin-1-yl}-5-methylpyridazine-3-carboxamide